FC(C1=CC=CC(=N1)C1=NC(=CC=C1C=1C=CC=2N(C1)C(=CN2)C(=O)N)C)F 6-(6'-(Difluoromethyl)-6-methyl-[2,2'-bipyridin]-3-yl)imidazo[1,2-a]pyridin-3-carboxamid